FC1=C(C=C(C=C1)CC(=O)O)[C@H](CN[C@H](C1=CC=CC=C1)[C@@H]1CNC2=CC(=CN=C2C1)F)C |o1:11| 2-(4-fluoro-3-((R or S)-1-(((S)-((S)-7-fluoro-1,2,3,4-tetrahydro-1,5-naphthyridin-3-yl)(phenyl)methyl)amino)propan-2-yl)phenyl)acetic acid